C1(CCCCC1)C[C@H](C(N[C@@H](C=O)C[C@H]1C(NCC1)=O)=O)NC(=O)C1(C2=CC=CC=C2C=2C=CC=CC12)O N-((R)-3-cyclohexyl-1-oxo-1-(((R)-1-oxo-3-((S)-2-oxopyrrolidin-3-yl)propan-2-yl)amino)propan-2-yl)-9-hydroxy-9H-fluorene-9-carboxamide